FC1=CC=C(C=C1)N(C(=O)C=1OC=CC1)CCN1CCN(CC1)CCC=1SC=CC1 N-(4-fluorophenyl)-N-(2-(4-(2-(thiophen-2-yl)ethyl)piperazin-1-yl)ethyl)furan-2-carboxamide